N1(C=NC=C1)C1C(=C(C(CC1)(C)C)/C=C/C(=C/C=C/C(=C\C(=O)NCCCC1=CC=CC=C1)/C)/C)C (2Z,4E,6E,8E)-9-(3-(1H-imidazol-1-yl)-2,6,6-trimethylcyclohex-1-en-1-yl)-3,7-dimethyl-N-(3-phenylpropyl)nona-2,4,6,8-tetraenamide